L-Cystein-HCl Cl.N[C@@H](CS)C(=O)O